N1-[2-(dimethylamino)ethyl]-2-fluoro-N4-(6-{8-methyl-1H,2H,3H-pyrido[2,3-b][1,4]oxazin-7-yl}-5,6,7,8-tetrahydro-2,6-naphthyridin-3-yl)benzene-1,4-diamine CN(CCNC1=C(C=C(C=C1)NC=1N=CC=2CCN(CC2C1)C1=C(C2=C(OCCN2)N=C1)C)F)C